8-(4-Aminophenoxy)pyrido[2,3-b]pyrazin-3(4H)-one NC1=CC=C(OC2=CC=NC=3NC(C=NC32)=O)C=C1